C([2H])([2H])([2H])NC=1N=CC(=C2C=C(N=CC12)NC(=O)C1CC1)C=1OC2=C(N1)C=C(C=C2)N2CCOCC2 N-(8-((methyl-d3)amino)-5-(5-morpholinylbenzo[d]oxazol-2-yl)-2,7-naphthyridin-3-yl)cyclopropanecarboxamide